{3-[2-tert-butyl-5-(2-{[4-(piperazin-1-yl)cyclohexyl]amino}pyrimidin-4-yl)-1,3-thiazol-4-yl]-2-fluorophenyl}propane-1-sulfonamide C(C)(C)(C)C=1SC(=C(N1)C=1C(=C(C=CC1)C(CC)S(=O)(=O)N)F)C1=NC(=NC=C1)NC1CCC(CC1)N1CCNCC1